(11R,13R)-6-[(2R,3R,4S,5R)-3,4-Dihydroxy-5-(hydroxymethyl)tetrahydrofur-2-yl]-13-hydroxy-11-methyl-1,4,6,8,10-pentaazatricyclo[7.4.0.03,7]trideca-3(7),4,8-trien-2-one O[C@H]1[C@@H](O[C@@H]([C@H]1O)CO)N1C=NC=2C(N3[C@@H](C[C@H](NC3=NC12)C)O)=O